tert-butyl N-[(3S)-3-[[(2S)-2-amino-6-(tertbutoxycarbonylamino)hexanoyl]amino]-4-[tertbutyl(dimethyl)silyl]oxy-butyl]-N-[(2S)-3-(tertbutoxycarbonylamino)-2-hydroxy-propyl]carbamate N[C@H](C(=O)N[C@@H](CCN(C(OC(C)(C)C)=O)C[C@H](CNC(=O)OC(C)(C)C)O)CO[Si](C)(C)C(C)(C)C)CCCCNC(=O)OC(C)(C)C